NC1=C(C2=CC(=CC=C2C=C1)OC)C=1C(=CC=C2C=CC=CC12)O 2'-amino-7'-methoxy-[1,1'-binaphthyl]-2-ol